C1(=CC=CC=C1)C1CCN(CC1)C1C(NC(CC1)=O)=O 4-phenyl-1,3'-bipiperidine-2',6'-dione